C[C@H](CCC(C(C)C)O)[C@H]1CC[C@@H]2[C@@]1(CC[C@H]3[C@H]2CC=C4[C@@]3(CC[C@@H](C4)O)C)C The molecule is an oxysterol that is cholesterol which is substituted by a hydroxy group at position 24. It is a 24-hydroxy steroid, an oxysterol and a 3beta-hydroxy-Delta(5)-steroid. It derives from a cholesterol.